5-AMINO-2,4-DIFLUOROBENZALDEHYDE NC=1C(=CC(=C(C=O)C1)F)F